(E)-para-methylstyrene potassium trifluoroborate B(F)(F)F.[K].CC1=CC=C(C=C)C=C1